Cl.S1C(=CC=C1)CCN=C(N)NC(=N)N N2-(2-thiophen-2-yl)ethyl-Biguanide Hydrochloride